C(CCC)O normal-butanol